COC(=O)C=1N=CSC1CCCO 5-(3-hydroxypropyl)thiazole-4-carboxylic acid methyl ester